CP(=O)(C)C=1C=NC(=NC1)N[C@@H]1C[C@H](CC1)NC1=CC=C(C=N1)N1C(C=CC=C1)=O 1-(6-{[(1S,3S)-3-[(5-(dimethylphosphoryl)pyrimidin-2-yl)amino]cyclopentyl]amino}pyridin-3-yl)-1,2-dihydropyridin-2-one